P(=O)(OCCF)([O-])[O-].[Li+].[Li+] lithium (fluoro)monoethyl phosphate